C1(CCC1)C(C(F)(F)F)C1=CC(=C2C=NC(=NN21)N[C@H]2[C@@H](COCC2)O)F (3S,4R)-4-((7-(1-cyclobutyl-2,2,2-trifluoroethyl)-5-fluoropyrrolo[2,1-f][1,2,4]triazin-2-yl)amino)tetrahydro-2H-pyran-3-ol